CONC1=CC=C2C=CNC2=C1 6-Methoxyazamethylindole